SS(=O)(=O)C#N sulfhydryl-sulfonic acid cyanide